F[C@H]1C[C@H](N2N=C(N=C21)C(=O)OCC)C(C)C ethyl cis-7-fluoro-5-isopropyl-6,7-dihydro-5H-pyrrolo[1,2-b][1,2,4]triazole-2-carboxylate